5-(6-chloro-5-methoxypyridin-3-yl)-2,2-dimethylcyclopentanone ClC1=C(C=C(C=N1)C1CCC(C1=O)(C)C)OC